(±)-tert-butyl 2-((4-(3-cyano-8-(cyclopropylamino)imidazo[1,2-b]pyridazin-6-ylamino)-2-(methylsulfinylmethyl)phenyl)(methyl)amino)ethylcarbamate C(#N)C1=CN=C2N1N=C(C=C2NC2CC2)NC2=CC(=C(C=C2)N(CCNC(OC(C)(C)C)=O)C)C[S@](=O)C |r|